C(CC#C)N1N=C2C(CN(CC2)C(=O)OC(C)(C)C)=C1C=NO tert-Butyl 2-(but-3-yn-1-yl)-3-[(hydroxyimino)methyl]-2,4,6,7-tetrahydro-5H-pyrazolo[4,3-c]-pyridine-5-carboxylate